3-(5-(6-amino-4,5-dimethylpyridin-2-yl)-7-fluoro-1-oxoisoindolin-2-yl)piperidine-2,6-dione NC1=C(C(=CC(=N1)C=1C=C2CN(C(C2=C(C1)F)=O)C1C(NC(CC1)=O)=O)C)C